N1(CCC1)C=1C=C(C=CC1)C1=CC=C(C=C1)N1CCN(CC1)C(=O)NC=1N=C(SC1)C#C 4-(3'-(azetidin-1-yl)-[1,1'-biphenyl]-4-yl)-N-(2-ethynylthiazol-4-yl)piperazine-1-carboxamide